C(C1=CC=CC=C1)OC=1C=C(C=CC1)C1=NN(C(N1CCCCN1C(C2=CC=CC=C2C1=O)=O)=O)C 2-[4-[3-(3-benzyloxyphenyl)-1-methyl-5-oxo-1,2,4-triazol-4-yl]butyl]isoindoline-1,3-dione